O1C[C@@H](CC1)NC1=NC=C2N=C(N(C2=N1)C1CCC(CC1)C(=O)N)NC1=C(C=C(C=C1Cl)Cl)Cl (1S,4s)-4-(2-((R)-tetrahydrofuran-3-ylamino)-8-(2,4,6-trichlorophenylamino)-9H-purin-9-yl)cyclohexanecarboxamide